IMIDAZO-PYRIDINE N1C=NC2=C1C=CC=N2